NC1=C(C(=C(C(=N1)SC(C(=O)N)C1=CC=CC=C1)C#N)C1CC1)C#N 2-((6-amino-3,5-dicyano-4-cyclopropylpyridin-2-yl)thio)-2-phenylacetamide